4,6-dichloronicotinic acid ethyl ester C(C)OC(C1=CN=C(C=C1Cl)Cl)=O